CC(CC)CCC(C(C)C)O 3,7-dimethyl-6-octanol